4-[3-(2-azabicyclo[2.2.2]octan-5-yl)-7-fluoro-1-methyl-pyrazolo[4,3-c]pyridin-6-yl]-5-ethynyl-6-fluoro-naphthalen-2-ol C12NCC(C(C1)C1=NN(C3=C1C=NC(=C3F)C3=CC(=CC1=CC=C(C(=C31)C#C)F)O)C)CC2